CC1=NC(=CC(=N1)NC1=NN2C(C=C(C=C2)C2=C(C=NC(=C2)OCC(F)(F)F)OC2CCC(CC2)O)=C1)C 4-[[4-[2-[(2,6-dimethylpyrimidin-4-yl)amino]pyrazolo[1,5-a]pyridin-5-yl]-6-(2,2,2-trifluoroethoxy)-3-pyridyl]oxy]cyclohexanol